4-[4-(diphenylmethyl)piperazin-1-yl]-1-(2-methoxyethyl)-3-nitro-1,2-dihydro-1,5-naphthyridine C1(=CC=CC=C1)C(N1CCN(CC1)C1=C(CN(C2=CC=CN=C12)CCOC)[N+](=O)[O-])C1=CC=CC=C1